C(C)C=1N=CNC1[C@H](C)C1=CC=C(C=C1)NC(C(C=1C=NC=CC1)(F)F)=O |o1:7| rel-(R)-N-(4-(1-(4-ethyl-1H-imidazol-5-yl)ethyl)phenyl)-2,2-difluoro-2-(pyridin-3-yl)acetamide